C1(CC1)C(=O)NC=1C=C2C(=CN=C(C2=CN1)NC)C#CC1=NC=CC(=C1)CN(CCOCCC(=O)OC(C)(C)C)C tert-butyl 3-(2-(((2-((6-(cyclopropanecarboxamido)-1-(methylamino)-2,7-naphthyridin-4-yl)ethynyl)pyridin-4-yl)methyl)(methyl)amino)ethoxy)propanoate